N-(3-chlorophenyl)-N-((5-(5-(difluoromethyl)-1,3,4-oxadiazol-2-yl)pyridin-2-yl)methyl)thiomorpholine-4-carboxamide ClC=1C=C(C=CC1)N(C(=O)N1CCSCC1)CC1=NC=C(C=C1)C=1OC(=NN1)C(F)F